(R)-1-(7-(7,8-difluoro-3-(methoxymethoxy)naphthalen-1-yl)-8-fluoro-2-((1-(hydroxymethyl)cyclopropyl)methoxy)pyrido[4,3-d]pyrimidin-4-yl)-3-methylpiperidin-3-ol FC1=CC=C2C=C(C=C(C2=C1F)C1=C(C=2N=C(N=C(C2C=N1)N1C[C@@](CCC1)(O)C)OCC1(CC1)CO)F)OCOC